[2H]C([2H])([2H])CC(CC)O (trideuteriomethyl)butan-2-ol